FC1=C(C=CC(=C1)[N+](=O)[O-])N1CC2N(CC1)CCC2 2-(2-fluoro-4-nitrophenyl)octahydropyrrolo[1,2-a]pyrazine